ClC1=C(C(=O)NC2=NC=C(C=C2F)C#CC2=CC=C(C=C2)F)C=C(C=C1)NC(=O)C1CC1 2-chloro-5-(cyclopropane-carbonylamino)-N-[3-fluoro-5-[2-(4-fluorophenyl)ethynyl]-2-pyridyl]benzamide